1,3-Dimethyl-1H-indazol-5-amine CN1N=C(C2=CC(=CC=C12)N)C